Lanthanum-Strontium-Manganese [Mn].[Sr].[La]